6-((2-butyloctyl)oxy)-6-oxohexane-1-aminium chloride [Cl-].C(CCC)C(COC(CCCCC[NH3+])=O)CCCCCC